BrC=1C=C2C(=NN(C2=CC1)CC(=O)O)C(N)=O 2-(5-bromo-3-carbamoyl-1H-indazol-1-yl)acetic acid